4-morpholino-N-[(E)-m-tolylmethyleneamino]-6-(3-pyridyl)-5H-pyrrolo[3,2-d]pyrimidin-2-amine O1CCN(CC1)C=1C2=C(N=C(N1)N/N=C/C=1C=C(C=CC1)C)C=C(N2)C=2C=NC=CC2